C(C)N1C(=C(C(C(C1C)(C(=O)O)C)C1=C(C=CC=C1)Cl)C(=O)O)COCCN1N=NC(=C1)C1=CC=C(C=C1)Br Ethyl-5-methyl-2-((2-(4-(4-bromophenyl)-1H-1,2,3-triazol-1-yl)ethoxy)methyl)-4-(2-chlorophenyl)-6-methyl-1,4-dihydropyridine-3,5-dicarboxylic acid